S1C=NC2=C1C=C(C=C2)\C=C\2/N=C(NC2=O)N[C@H](CC(C)C)COC(C)(C)C (4Z)-4-(1,3-benzothiazol-6-ylmethylene)-2-[[(1R)-1-(tert-butoxymethyl)-3-methyl-butyl]amino]-1H-imidazol-5-one